C(C)OC(C1=C(C=CC=C1)C(=O)C1=C(C(=CC=C1)F)ON=C(C)C)OCC [2-(diethoxymethyl)phenyl]{3-fluoro-2-[(propan-2-ylideneamino)oxy]phenyl}methanone